FC1=CC2=C(NC(=N2)CCN(C(=O)C2=C(OC=3N=CN=C(C32)NC3(CC3)C)C)C)C=C1 N-[2-(5-fluoro-1H-1,3-benzodiazol-2-yl)ethyl]-N,6-dimethyl-4-[(1-methylcyclopropyl)amino]furo[2,3-d]pyrimidine-5-carboxamide